7-(pyridin-4-yl)-4H,5H-thieno[3,2-c]pyridin-4-one N1=CC=C(C=C1)C=1C2=C(C(NC1)=O)C=CS2